BrC1=C(C(=C(C(=O)OC)C=C1)C(=C)C#N)F methyl 4-bromo-2-(1-cyanovinyl)-3-fluoro-benzoate